3,6-difluoro-4-{[4-(methylsulfonyl)piperazin-1-yl]methyl}benzene-1,2-diamine FC1=C(C(=C(C=C1CN1CCN(CC1)S(=O)(=O)C)F)N)N